1-(9-(Methacryloyloxy)-18-methoxy-18-oxo-octadecan-10-yl)-3-methyl-1H-imidazolium iodid [I-].C(C(=C)C)(=O)OC(CCCCCCCC)C(CCCCCCCC(=O)OC)N1C=[N+](C=C1)C